oxo-bicyclo[2.2.2]octane O=C1C2CCC(C1)CC2